1,1-bis(3,5-dimethyl-4-hydroxyphenyl)cyclohexane CC=1C=C(C=C(C1O)C)C1(CCCCC1)C1=CC(=C(C(=C1)C)O)C